(2S,4R)-N-((R)-1-(4-carbamimidoylthiophen-2-yl)ethyl)-1-((4-phenoxybutanoyl)-glycyl)-4-(m-tolyloxy)pyrrolidine-2-carboxamide C(N)(=N)C=1C=C(SC1)[C@@H](C)NC(=O)[C@H]1N(C[C@@H](C1)OC=1C=C(C=CC1)C)C(CNC(CCCOC1=CC=CC=C1)=O)=O